tert-butyl 3,5-bis(3-(4-(4,5-dihydro-1H-imidazol-2-yl)phenyl)-1,3-dimethylureido)benzoate N1C(=NCC1)C1=CC=C(C=C1)N(C(N(C)C=1C=C(C(=O)OC(C)(C)C)C=C(C1)N(C(=O)N(C1=CC=C(C=C1)C=1NCCN1)C)C)=O)C